(rac)-N-(4-(benzyloxy)-2-hydroxybutyl)-4-methylbenzenesulfonamide C(C1=CC=CC=C1)OCC[C@H](CNS(=O)(=O)C1=CC=C(C=C1)C)O |r|